4-((4-((2-((tert-butoxycarbonyl)-amino)-5-(thiophen-2-yl)-phenyl)-carbamoyl)-benzyl)-amino)-4-oxobutanoic acid C(C)(C)(C)OC(=O)NC1=C(C=C(C=C1)C=1SC=CC1)NC(=O)C1=CC=C(CNC(CCC(=O)O)=O)C=C1